ClC1=CC(=NC=C1Cl)NC1=C(C=C(C=C1)NC(C=C)=O)C1=NN(C=C1)C N-(4-((4,5-dichloropyridin-2-yl)amino)-3-(1-methyl-1H-pyrazol-3-yl)phenyl)acrylamide